FC1=C(OC2=C(N=C(S2)C(=O)OC)C)C=CC(=C1)N1N=CNC1=O methyl 5-(2-fluoro-4-(5-oxo-4,5-dihydro-1H-1,2,4-triazol-1-yl) phenoxy)-4-methylthiazole-2-carboxylate